4-((2,6-difluoro-4-(3-oxo-2,3-dihydropyridazin-4-yl)benzyl)oxy)phenyl sulfurofluoridate S(OC1=CC=C(C=C1)OCC1=C(C=C(C=C1F)C=1C(NN=CC1)=O)F)(=O)(=O)F